ClC=1C(=NC(=NC1)N[C@H]1C[C@H](CCC1)NC(C1=NC=C(C=C1)NC(\C=C\CN(C)C)=O)=O)C1=CNC2=CC=CC=C12 N-((1S,3R)-3-((5-chloro-4-(1H-indol-3-yl)pyrimidin-2-yl)amino)cyclohexyl)-5-((E)-4-(dimethylamino)but-2-enamido)picolinamide